NC1=NN2C(C3=CC(=CC=C3C(=C2C(=O)OC)OCC2=CC=CC=C2)OC2=CC=CC=C2)=N1 methyl 2-amino-6-benzyloxy-9-phenoxy-[1,2,4]triazolo[5,1-a]isoquinoline-5-carboxylate